6-bromo-3-iodo-7-methyl-imidazo[1,2-a]pyridine BrC=1C(=CC=2N(C1)C(=CN2)I)C